(Z)-2-(1-(2-(benzyloxy)-4-methoxybenzylidene)-5-fluoro-2-methyl-1H-inden-3-yl)acetic acid C(C1=CC=CC=C1)OC1=C(\C=C/2\C(=C(C3=CC(=CC=C23)F)CC(=O)O)C)C=CC(=C1)OC